C(C)OC=1C=C(C=2N(C1)N=C1C2C=NN1)C=1C=CC(=NC1)N1CC2N(C(C1)C2)C(C=C)=O 1-(3-(5-(6-ethoxy-1H-pyrazolo[3',4':3,4]pyrazolo[1,5-a]pyridin-4-yl)pyridin-2-yl)-3,6-diazabicyclo[3.1.1]heptan-6-yl)prop-2-en-1-one